FC1=CC=C(C=C1)C=1C=C2C(=NC(=NC2=CC1)N1CCOCC1)NC(C)C1=NC(=NO1)C 6-(4-fluorophenyl)-N-[1-(3-methyl-1,2,4-oxadiazol-5-yl)ethyl]-2-morpholino-quinazolin-4-amine